N[C@]1(CN(CCC1)C=1C(=CC(=NC1)C1=CC=C(C=C1)F)CN1C2=NC=NC(=C2N=C1)N)C1=NC(=CC=C1)[C@@H](C)F 9-((5-((R)-3-amino-3-(6-((R)-1-fluoroethyl)pyridin-2-yl)piperidin-1-yl)-2-(4-fluorophenyl)pyridin-4-yl)methyl)-9H-purin-6-amine